C(CCCC)(=O)N valeroamide